methyl (9Z)-19-[(dimethylamino)methyl]octacos-9-enoate CN(C)CC(CCCCCCCC\C=C/CCCCCCCC(=O)OC)CCCCCCCCC